BrC1=CC(=C(C=C1)C(F)(F)F)COC 4-bromo-2-(methoxymethyl)-1-(trifluoromethyl)benzene